octyl 6-(2-((2-hydroxyethyl)amino)ethoxy)hexanoate OCCNCCOCCCCCC(=O)OCCCCCCCC